FC=1C=C(C=CC1)C1=NN(C2=CC(=CC=C12)N(C1CCN(CC1)C(=O)OC(C)(C)C)C(F)(F)F)C tert-butyl 4-((3-(3-fluorophenyl)-1-methyl-1H-indazol-6-yl)(trifluoromethyl)amino)piperidine-1-carboxylate